(S)-2-((1-(3-(bis(4-fluorophenyl)methyl)-1,2,4-oxadiazol-5-yl)ethyl)carbamoyl)-4-methoxypyridin-3-yl isobutyrate C(C(C)C)(=O)OC=1C(=NC=CC1OC)C(N[C@@H](C)C1=NC(=NO1)C(C1=CC=C(C=C1)F)C1=CC=C(C=C1)F)=O